C(=O)(O)C1=CC=C(C(=[N+]1[O-])C1=CC=C(C=C1)F)N(C)C 6-carboxy-3-(dimethylamino)-2-(4-fluorophenyl)pyridine 1-oxide